ethyl 4-((2S)-4-ethoxypiperidin-2-yl)-3-methoxybenzoate C(C)OC1C[C@H](NCC1)C1=C(C=C(C(=O)OCC)C=C1)OC